CS(=O)(=O)[O-].C(CCCCCCCCCCC)C(COC(C[NH3+])=O)CCCCCCCCCCCCCC 2-((2-dodecylhexadecyl)oxy)-2-oxoethan-1-aminium methanesulphonate